(8-chloro-4-isoquinolinyl)-3-[(4-methoxyphenyl)methyl]hexahydropyrimidine-2,4-dione ClC=1C=CC=C2C(=CN=CC12)N1C(N(C(CC1)=O)CC1=CC=C(C=C1)OC)=O